7-{6,8-dimethyl-[1,2,4]triazolo[1,5-a]pyrazin-2-yl}-3-(1-methylpiperidin-4-yl)quinazolin-4-one CC=1N=C(C=2N(C1)N=C(N2)C2=CC=C1C(N(C=NC1=C2)C2CCN(CC2)C)=O)C